trans-2-[4-(2-acetyl-6-chloro-imidazo[4,5-c]pyridin-1-yl)cyclohexyl]acetonitrile C(C)(=O)C=1N(C2=C(C=NC(=C2)Cl)N1)[C@@H]1CC[C@H](CC1)CC#N